FC=1C(=CC(=NC1)[C@H](CNC(=O)[C@H]1CCN(CC12CC2)C=2C1=C(N=CN2)NC=C1)O)C (8S)-N-[(2S)-2-(5-fluoro-4-methyl-2-pyridyl)-2-hydroxy-ethyl]-5-(7H-pyrrolo[2,3-d]pyrimidin-4-yl)-5-azaspiro[2.5]octane-8-carboxamide